3,4-dihydro-1H-quinoxaline N1CCNC2=CC=CC=C12